C(C1=CC=CC=C1)N1CC2(C1)CCN(CC2)C2=CC=C(C=N2)C=2C=1N(C=C(C2)C=2C=NN(C2)C)N=CC1C#N 4-(6-(2-benzyl-2,7-diazaspiro[3.5]nonan-7-yl)pyridin-3-yl)-6-(1-methyl-1H-pyrazol-4-yl)pyrazolo[1,5-a]pyridine-3-carbonitrile